3-[(1R)-1-(5,7-difluoro-3-methyl-1-benzofuran-2-yl)-2,2,2-trifluoroethyl]-1-{3-fluoro-5-[(1H-imidazol-4-ylmethyl)amino]phenyl}urea FC=1C=C(C2=C(C(=C(O2)[C@H](C(F)(F)F)NC(NC2=CC(=CC(=C2)NCC=2N=CNC2)F)=O)C)C1)F